6-(2-Methoxy-4-methylphenyl)-2-(pyridin-2-yl)-5,6,7,8-tetrahydrophthalazin-1(2H)-one COC1=C(C=CC(=C1)C)C1CC=2C=NN(C(C2CC1)=O)C1=NC=CC=C1